4-(5-(6-chloro-7-fluoro-5-methoxy-1-methyl-3-(1H-pyrazol-4-yl)-1H-indol-2-yl)-4H-1,2,4-triazol-3-yl)morpholine ClC1=C(C=C2C(=C(N(C2=C1F)C)C=1NC(=NN1)N1CCOCC1)C=1C=NNC1)OC